(R)-2-((4-(5-iodopyrimidin-2-yl)-1-(1,3,5-triazin-2-yl)piperazin-2-yl)methoxy)acetaldehyde IC=1C=NC(=NC1)N1C[C@@H](N(CC1)C1=NC=NC=N1)COCC=O